(2S,4R,4aR,10aR)-4,9-Bis(3-methoxyphenyl)-1,2,3,4,4a,5,10,10a-octahydrophenazin-2-ol COC=1C=C(C=CC1)[C@H]1C[C@@H](C[C@H]2NC3=C(C=CC=C3N[C@H]12)C1=CC(=CC=C1)OC)O